2-(6-bromo-3-chloro-2-fluoro-phenyl)acetaldehyde BrC1=CC=C(C(=C1CC=O)F)Cl